CN(C)CC(=O)C=1C=C(C(O)=CC1)O 4-(Dimethylaminoacetyl)Catechol